C(N)(=O)C=1N(N=C2N(CCNC21)C2CN(C2)C(=O)OC(C)(C)C)C2=CC=C(C=C2)OC2=CC(=C(C=C2)F)F tert-butyl 3-{3-carbamoyl-2-[4-(3,4-difluorophenoxy)phenyl]-2,4,5,6-tetrahydro-7H-pyrazolo[3,4-b]pyrazin-7-yl}azetidine-1-carboxylate